4-methyl-N-((R)-1-(2-methyl-3-(trifluoromethyl)phenyl)ethyl)-7-(3-methyl-3,8-diazabicyclo[3.2.1]octan-8-yl)phthalazin-1-amine hydrochloride salt Cl.CC1=NN=C(C2=CC(=CC=C12)N1C2CN(CC1CC2)C)N[C@H](C)C2=C(C(=CC=C2)C(F)(F)F)C